C(CCCC(=O)OCC(CCCCCCCC)CCCCCC)(=O)OCCC1CCN(CC1)CCSSCCN1CCC(CC1)CCOC(CCCC(=O)OCC(CCCCCCCC)CCCCCC)=O [2-[1-[2-[2-[4-[2-[5-(2-hexyldecoxy)-5-oxo-pentanoyl]oxyethyl]-1-piperidyl]ethyldisulfanyl]ethyl]-4-piperidyl]ethyl] O5-(2-hexyldecyl) pentanedioate